2-fluoro-5-((6-fluoro-4-((methylsulfonyl)methyl)-1-(phenylsulfonyl)-1H-indol-5-yl)oxy)benzamidine FC1=C(C(=N)N)C=C(C=C1)OC=1C(=C2C=CN(C2=CC1F)S(=O)(=O)C1=CC=CC=C1)CS(=O)(=O)C